ethyl 2-(1-((1H-indol-4-yl)amino)-3-ethoxy-3-oxoprop-1-en-2-yl)-5-methoxy-4-(methoxy-d3)benzoate N1C=CC2=C(C=CC=C12)NC=C(C(=O)OCC)C1=C(C(=O)OCC)C=C(C(=C1)OC([2H])([2H])[2H])OC